FC(S(=O)(=O)OC1=CC(=CC2=C(C(=C(C(=C12)C#C[Si](C(C)C)(C(C)C)C(C)C)F)F)F)OS(=O)(=O)C(F)(F)F)(F)F 5,6,7-Trifluoro-8-((triisopropylsilyl)ethynyl)naphthalene-1,3-diyl bis(trifluoromethanesulfonate)